N[C@@H](CCC(N)=O)C(=O)O l-glutaminic acid